FCCCCCCCCCS(=O)(=O)OCCCCCCCCCCCCCCCC hexadecyl fluorononylsulfonate